4,4'-methylene-bis(N,N-diglycidyl-aniline) C(C1=CC=C(N(CC2CO2)CC2CO2)C=C1)C1=CC=C(N(CC2CO2)CC2CO2)C=C1